NC1=CC=C2C(=NN(C2=C1)C)[C@@]1(C(NC(CC1)=O)=O)C (3R)-3-(6-amino-1-methyl-indazol-3-yl)-3-methyl-piperidine-2,6-dione